COC([C@H]([C@@]([C@]([C@@](C=O)(O)OC(C)=O)(O)OC(C)=O)(O)OC(C)=O)O)=O 2,3,4-Triacetoxy-Iduronic Acid Methyl Ester